methyl (2S)-2-[[(1S,2S,5R)-3-azabicyclo[3.1.0]hexane-2-carbonyl]amino]-3-[(3S)-2-oxo-3-piperidyl]propanoate [C@H]12[C@H](NC[C@@H]2C1)C(=O)N[C@H](C(=O)OC)C[C@H]1C(NCCC1)=O